FC(OC1=C(CN2CCC(CC2)C=2C=C3CN(C(C3=CC2)=O)C2C(NC(CC2)=O)=O)C=CC=C1)F 3-(5-(1-(2-(difluoromethoxy)benzyl)piperidin-4-yl)-1-oxoisoindolin-2-yl)piperidine-2,6-dione